(1R,2S)-1-hydroxy-2-[(5R)-5H-imidazo[4,3-a]isoindol-5-yl]-7-azaspiro[3.5]nonane-7-sulfonamide O[C@@H]1[C@@H](CC12CCN(CC2)S(=O)(=O)N)[C@H]2N1C(C3=CC=CC=C23)=CN=C1